(1R,3S)-3-(3-(2-(3-hydroxy-2-((E)-(isopropylimino)methyl)-5-methoxyphenoxy)acetamido)-1H-pyrazol-5-yl)cyclopentyl isopropylcarbamate C(C)(C)NC(O[C@H]1C[C@H](CC1)C1=CC(=NN1)NC(COC1=C(C(=CC(=C1)OC)O)/C=N/C(C)C)=O)=O